F[C@H]1CN(CC[C@H]1NC1=CC=CC2=C(N(N=C12)C#CCNC1=C(C=C(C=C1)S(=O)(=O)C)OC)C#CC)C N-((3S,4R)-3-fluoro-1-methylpiperidin-4-yl)-2-(3-((2-methoxy-4-(methylsulfonyl)phenyl)amino)prop-1-yn-1-yl)-3-(prop-1-yn-1-yl)-2H-indazol-7-amine